C1(=CC=CC=C1)C1=CC=C(S1)C=1SC=C(N1)C(=O)N([C@H]1CNCC1)CCC 2-(5-phenylthiophen-2-yl)-N-propyl-N-[(3R)-pyrrolidin-3-yl]-1,3-thiazole-4-carboxamide